ClC1=C(C=CC=C1)C1=C(C=CC=C1)C1=C(C2=CC=CC=C2C=C1)C1=CC=C2C=CC3=CC=CC4=CC=C1C2=C34 1-(2-(2'-chloro-[1,1'-biphenyl]-2-yl)naphthalen-1-yl)pyrene